[(2R,6R)-6-methyl-4-(1-methyl-2-oxo-1,8-naphthyridin-4-yl)morpholin-2-yl]methyl trifluoromethanesulfonate FC(S(=O)(=O)OC[C@H]1CN(C[C@H](O1)C)C1=CC(N(C2=NC=CC=C12)C)=O)(F)F